FC=1C=C(COC=2C=C3CCCC(C3=CC2)NCC#C)C=CC1 6-((3-fluorobenzyl)oxy)-N-(prop-2-yn-1-yl)-1,2,3,4-tetrahydronaphthalen-1-amine